FC=1C=NC(=NC1)C=1C=C(C=CC1C)[C@]12C(CC(CC1)N2C(=O)N)C r-[3-(5-fluoropyrimidin-2-yl)-4-methylphenyl]-2-methyl-7-azabicyclo[2.2.1]heptane-7-carboxamide